C(C)(=O)OC(C)(C#C)C 2-methylbut-3-yn-2-yl acetate